bis(2,2-difluoroethyl) sulfate S(=O)(=O)(OCC(F)F)OCC(F)F